The molecule is a member of the class of oxolanes that is tetrahydrofuran substituted by a 7-[5-methyl-2-oxo-2,5-dihydrofuran-3-yl]heptyl at position 2 and a 1,4,5-trihydroxyhenicos-8-en-1-yl group at position 5. Isolated from Goniothalamus giganteus, it exhibits cytotoxic activity. It has a role as an antineoplastic agent and a plant metabolite. It is a butenolide, a member of oxolanes, a polyketide, a secondary alcohol and a triol. CCCCCCCCCCCC/C=C\\CC[C@H]([C@@H](CC[C@@H]([C@@H]1CC[C@H](O1)CCCCCCCC2=C[C@@H](OC2=O)C)O)O)O